methyl pyridine-3-carboxylate N1=CC(=CC=C1)C(=O)OC